S1C(SCC1)C(C(=O)O)C(=O)OC(C)C 2-(1,3-dithiolane-2-yl)-3-isopropoxy-3-oxopropionic acid